COC1=CC=C(CN2CCCCC2)C=C1 1-(4-methoxybenzyl)-piperidine